N=1C=CN2C1C=CC(=C2)N2CCC2 1-[imidazo[1,2-a]pyridin-6-yl]azetidine